Cumyl peroxyneoheptanoate C(CCC(C)(C)C)(=O)OOC(C)(C)C1=CC=CC=C1